C1(=CCCCC1)C=CC(C)NCC=1OC=CC1 4-cyclohexenyl-N-(furan-2-ylmethyl)but-3-en-2-amine